α-hydroxyethyl-butyric acid OC(C)C(C(=O)O)CC